C1(=CC=CC=C1)C1=NC(=NC(=C1)C1=CC=CC=C1)C=1C=C(C=C(C1)N1C2=CC=CC=C2C=2C=C(C=CC12)C1=NC(=CC=C1)C1=CC=CC=C1)N1C2=CC=CC=C2C=2C=C(C=CC12)C1=NC(=CC=C1)C1=CC=CC=C1 9,9'-(5-(4,6-diphenylpyrimidin-2-yl)-1,3-phenylene)bis(3-(6-phenylpyridin-2-yl)-9H-carbazole)